C(C)(C)(C)C(C(=O)C1=CC2=C(OC(OC2)(C)C)C=C1)(N(OC(O)=O)OC(O)=O)C(C)(C)C di-(t-butyl)2-(2,2-dimethyl-4H-1,3-benzodioxin-6-yl)-2-oxoethyliminodicarbonic acid